3,6-difluorobenzene-1,2-diamine FC1=C(C(=C(C=C1)F)N)N